C(#N)CC(=O)N1C(C2=CC=C(C=C2C1)S(=O)(=O)CC)C(=O)NC1=CC=C(C=C1)C(C(F)(F)F)(C(F)(F)F)O 2-(Cyanoacetyl)-5-(ethylsulfonyl)-N-[4-(1,1,1,3,3,3-hexafluoro-2-hydroxypropan-2-yl)phenyl]-2,3-dihydro-1H-isoindol-1-carboxamid